sodium 3-chloro-7-(4-(hydroxymethyl)phenyl)-2-methylbenzo[4,5]thieno[2,3-b]pyridin-4(1H)-olate ClC1=C(C2=C(NC1C)SC1=C2C=CC(=C1)C1=CC=C(C=C1)CO)[O-].[Na+]